C(C)(C)(C)OC(=O)NC1=CC(=C(C=C1)C1=CC=C(C=C1)Cl)CN1CCN(CC1)C1=CC=C(C(=O)OCC)C=C1 ethyl 4-(4-((4-((tert-butoxycarbonyl)amino)-4'-chloro-[1,1'-biphenyl]-2-yl)methyl)piperazin-1-yl)benzoate